tert-butyl 4-(3-((4-((2-oxo-2-((S)-2-(2-oxo-2-((((S)-tetrahydrofuran-2-yl)methyl)amino)acetyl)pyrrolidin-1-yl)ethyl)carbamoyl)quinolin-6-yl)oxy)propyl)piperazine-1-carboxylate O=C(CNC(=O)C1=CC=NC2=CC=C(C=C12)OCCCN1CCN(CC1)C(=O)OC(C)(C)C)N1[C@@H](CCC1)C(C(NC[C@H]1OCCC1)=O)=O